tert-butyl 4-(6-methoxypyrimidine-4-carbonyl)-3,3-dimethylpiperazine-1-carboxylate COC1=CC(=NC=N1)C(=O)N1C(CN(CC1)C(=O)OC(C)(C)C)(C)C